C1(=CC=C(C=C1)C#CC1=NNC2=CC=C(C=C12)C=1C=C(C=NC1)OCC(CC(C)C)N)C1=CC=CC=C1 ((5-(3-([1,1'-biphenyl]-4-ylethynyl)-1H-indazol-5-yl)pyridin-3-yl)oxy)-4-methylpentan-2-amine